FC1=C(C(=CC2=C1C[C@@H](CS2)NCC2(CC2)CF)O)N2CC(N[SH2]2=O)=O 5-[(3S)-5-fluoro-3-({[1-(fluoromethyl)cyclopropyl]methyl}amino)-7-hydroxy-3,4-dihydro-2H-1-benzothiopyran-6-yl]-1λ6,2,5-thiadiazolidine-1,3-dione